(4-cyclopropyl-6-methoxypyrimidin-5-yl)-5-(4-(1-methyl-4-(trifluoromethyl)-1H-imidazol-2-yl)benzyl)-[1,2,4]triazolo[1,5-a]pyrazine C1(CC1)C1=NC=NC(=C1C1=NN2C(C=NC=C2CC2=CC=C(C=C2)C=2N(C=C(N2)C(F)(F)F)C)=N1)OC